tert-Butyl 8-[3-chloro-4-[2-chloro-3-(5-formyl-6-methoxy-2-pyridyl)phenyl]-2-pyridyl]-1-methyl-3,5-dihydro-2H-1,4-benzodiazepine-4-carboxylate ClC=1C(=NC=CC1C1=C(C(=CC=C1)C1=NC(=C(C=C1)C=O)OC)Cl)C1=CC2=C(CN(CCN2C)C(=O)OC(C)(C)C)C=C1